[7-[[5-(trifluoromethyl)-2-pyridinyl]amino]-2-azaspiro[3.5]nonan-2-yl]methanone FC(C=1C=CC(=NC1)NC1CCC2(CN(C2)C=O)CC1)(F)F